methyl (S)-4-((2-(4-(4-chlorophenyl)-2,3,9-trimethyl-6H-thieno[3,2-f][1,2,4]triazolo[4,3-a][1,4]diazepin-6-yl)acetamido)methyl)benzoate ClC1=CC=C(C=C1)C1=N[C@H](C=2N(C3=C1C(=C(S3)C)C)C(=NN2)C)CC(=O)NCC2=CC=C(C(=O)OC)C=C2